COC1=CC(=CC=2N1C(=NN2)NS(=O)(=O)C2=C(C=CC=C2)OC)CN2N=CC(=C2)CC#CC(=O)N ((1-((5-methoxy-3-((2-methoxyphenyl)sulfonamido)-[1,2,4]triazolo[4,3-a]pyridin-7-yl)methyl)-1H-pyrazol-4-yl)methyl)propiolamide